3-(6,8-diphenylimidazo[1,2-a]pyridin-2-yl)aniline C1(=CC=CC=C1)C=1C=C(C=2N(C1)C=C(N2)C=2C=C(N)C=CC2)C2=CC=CC=C2